(5RS)-3-{2-chloro-5-[3-(trifluoromethyl)phenoxy]pyridin-4-yl}-5-(4-methylbenzyl)-5,6-dihydro-4H-1,2,4-oxa-diazine ClC1=NC=C(C(=C1)C1=NOC[C@H](N1)CC1=CC=C(C=C1)C)OC1=CC(=CC=C1)C(F)(F)F |r|